lithium boron bis(oxalate) C(C(=O)[O-])(=O)[O-].C(C(=O)[O-])(=O)[O-].[B+3].[Li+]